4-(7,8-dihydro-1,6-naphthyridin-6(5H)-yl)quinazoline N1=CC=CC=2CN(CCC12)C1=NC=NC2=CC=CC=C12